anti-dichlorvos O=P(OC)(OC=C(Cl)Cl)OC